COC1=CC=C(C=C1)CN(C1=CN=C2C(=N1)SC(=C2)C)CC2=CC=C(C=C2)OC N,N-bis[(4-methoxyphenyl)methyl]-6-methyl-thieno[2,3-b]pyrazin-3-amine